ClC1=C(C=CC(=C1)Cl)C=1OC(=CN1)C(=O)O 2-(2,4-dichlorophenyl)oxazole-5-carboxylic acid